5-methyl-m-benzenedimethanol CC=1C=C(C=C(C1)CO)CO